C(C)(C)(C)OC(=O)N[C@@H](C)C(=O)NC1=NC=CC(=C1)C[C@@H]1[C@H](N(C1=O)C(N[C@H](C)C1=CC2=C(OC(O2)(F)F)C=C1)=O)C(=O)O (2S,3R)-3-[(2-{[N-(tert-butoxycarbonyl)-L-alanyl]amino}pyridin-4-yl)methyl]-1-{[(1R)-1-(2,2-difluoro-1,3-benzodioxol-5-yl)ethyl]carbamoyl}-4-oxoazetidine-2-carboxylic acid